BrC=1C=CC(=C(C1)C(C(=O)O)N1C(C(=C(C=C1)C(F)(F)F)C1CC1)=O)F (5-bromo-2-fluorophenyl)[3-cyclopropyl-2-oxo-4-(trifluoromethyl)pyridin-1-yl]acetic acid